C(N)(O[C@H](CC(C)(C)C)C1=CC(=CC=C1)C=1SC(=CC1)CN1CCCC1)=O (R)-tert-butyl(1-(3-(5-(pyrrolidin-1-ylmethyl)thiophen-2-yl)phenyl)ethyl) carbamate